C(C)(C)(C)OC(=O)N1CCC2(CC1)CNC1=CC=CC=C12 Spiro[indoline-3,4'-piperidine]-1'-carboxylic acid tert-butyl ester